((3S,7aR)-3-(hydroxymethyl) hexahydro-1H-pyrrolizin-7a-yl) methylbenzoate CC1=C(C(=O)O[C@]23CCCN3[C@@H](CC2)CO)C=CC=C1